(5-methoxy-7-((2-(trifluoromethyl)-[1,1'-biphenyl]-3-yl)methoxy)-2,3-dihydro-1H-inden-4-ylmethyl)pyrrolidine-2-carboxylic acid COC=1C(=C2CCCC2=C(C1)OCC=1C(=C(C=CC1)C1=CC=CC=C1)C(F)(F)F)CN1C(CCC1)C(=O)O